tert-Butyl rac-(2R,5R)-2-(3-bromophenyl)-4-hydroxy-5-methyl-piperidine-1-carboxylate BrC=1C=C(C=CC1)[C@@H]1N(C[C@H](C(C1)O)C)C(=O)OC(C)(C)C |r|